7-methylpyrido[2,3-d]pyrimidine CC=1C=CC2=C(N=CN=C2)N1